(2S,5'R)-7-chloro-3',4-dimethoxy-5'-methyl-6-(8-methyl-1-oxa-2,8-diazaspiro[4.5]dec-2-en-3-yl)spiro[benzofuran-2,4'-cyclohex-2-ene]-1',3-dione ClC1=C(C=C(C=2C([C@]3(C(=CC(C[C@H]3C)=O)OC)OC21)=O)OC)C2=NOC1(C2)CCN(CC1)C